FC=1C=CC(=C(C1)C1CN(C1)C(=O)OC(C)(C)C)O tert-butyl 3-(5-fluoro-2-hydroxyphenyl)azetidine-1-carboxylate